NC=1C2=C(N(C(N1)=O)C1COCCOC1)N=C(C=C2)C2CC2 4-amino-7-cyclopropyl-1-(1,4-dioxepan-6-yl)pyrido[2,3-d]pyrimidin-2-one